5-(4-chloro-2-fluorophenyl)-2-methyl-7-((2S)-2-(1-methyl-1H-pyrazol-4-yl)-4-morpholinyl)-1,6-naphthyridine ClC1=CC(=C(C=C1)C1=C2C=CC(=NC2=CC(=N1)N1C[C@@H](OCC1)C=1C=NN(C1)C)C)F